1-(4-bromobenzyl)-4-methoxypiperidine BrC1=CC=C(CN2CCC(CC2)OC)C=C1